(3R,4R)-1-(3,4,5-trimethoxyphenyl)-3-bromomethyl-4-(3-hydroxy-4-methoxyphenyl)azetidin-2-one butan-2-yl-2-(2-hydroxyethyl)piperidine-1-carboxylate CC(CC)OC(=O)N1C(CCCC1)CCO.COC=1C=C(C=C(C1OC)OC)N1C([C@@H]([C@@H]1C1=CC(=C(C=C1)OC)O)CBr)=O